C(C)(C)(C)OC(=O)N1C[C@H](CC1)N1C(N(C=2C1=NC=CC2)C2=CC=C(C=C2)C2=CC=NC=C2)=O (S)-3-(2-oxo-1-(4-(pyridin-4-yl)phenyl)-1,2-dihydro-3H-imidazo[4,5-b]pyridin-3-yl)pyrrolidine-1-carboxylic acid tert-butyl ester